C1(=CC=CC=C1)[C@H](C)NC(C1=C(C=CC=C1)C(=O)O)=O (S)-(-)-N-(1-phenylethyl)o-carboxybenzamide